C(#N)N=C(NCNC(=NC#N)N)N 2-cyano-1-((2-cyano-guanidino)-methyl)-guanidine